3-iodo-1H-pyrrolo[2,3-B]pyridine-1-carboxylic acid tert-butyl ester C(C)(C)(C)OC(=O)N1C=C(C=2C1=NC=CC2)I